4-(4-methoxy-3-nitrophenyl)-1(2H)-phthalazinone COC1=C(C=C(C=C1)C1=NNC(C2=CC=CC=C12)=O)[N+](=O)[O-]